2-fluoro-4-(5-(3-fluoro-4-methoxyphenyl)-6-methoxy-2-(3-(methylamino)piperidin-1-yl)pyrimidin-4-yl)benzonitrile hydrochloride Cl.FC1=C(C#N)C=CC(=C1)C1=NC(=NC(=C1C1=CC(=C(C=C1)OC)F)OC)N1CC(CCC1)NC